C(C)C(C1(CC=C(C=C1)C1=CC=CC=C1)C(P(=O)(O)O)(CC)CC)(P(=O)(O)O)CC 4,4-Bis(diethyl-phosphonomethyl)biphenyl